(5-Ethylthiazol-2-yl)-2-(isopropyl(methyl)amino)-5-(morpholinosulfonyl)benzamide C(C)C1=CN=C(S1)C=1C(=C(C(=O)N)C=C(C1)S(=O)(=O)N1CCOCC1)N(C)C(C)C